C(C)OC1=C(C(=O)NCCO)C=CC(=C1)C1=NC=NC(=C1)NCCC=1C2=C(SC1C)C(=CC(=C2)F)C 2-Ethoxy-4-{6-[2-(5-fluoro-2,7-dimethyl-benzo[b]thiophen-3-yl)-ethylamino]-pyrimidin-4-yl}-N-(2-hydroxy-ethyl)-benzamid